7-Ethyl-4-(4-fluoro-3-(6-methoxy-1-(1-(2,2,2-trifluoroethyl)azetidin-3-yl)-3a,7a-dihydro-1H-indazol-5-yl)phenyl)-7H-imidazo[4,5-c]pyridazine C(C)N1C=NC2=C1N=NC=C2C2=CC(=C(C=C2)F)C2=CC1C=NN(C1C=C2OC)C2CN(C2)CC(F)(F)F